2-((18,18,18-trifluorooctadecyl)thio)ethyl hydrogen ((2-(2-amino-6-oxo-1,6-dihydro-9H-purin-9-yl)ethoxy)methyl)phosphonate NC=1NC(C=2N=CN(C2N1)CCOCP(OCCSCCCCCCCCCCCCCCCCCC(F)(F)F)(O)=O)=O